C(C)N1CCN(CC1)CCNC(N)=O 3-(2-(4-ethylpiperazin-1-yl)ethyl)urea